CN1C=C(C=C(C1=O)C)C=1N=C(SC1SC(C)C)N1N=C(C(=C1C(=O)O)C1=CC(=CC=C1)F)C 1-(4-(1,5-dimethyl-6-oxo-1,6-dihydropyridin-3-yl)-5-(isopropylsulfanyl)thiazol-2-yl)-4-(3-fluorophenyl)-3-methyl-1H-pyrazole-5-carboxylic acid